2-((Tert-butoxycarbonyl)amino)-5-(2-ethoxy-2-oxoethoxy)-3,3-dimethylpentanoic acid C(C)(C)(C)OC(=O)NC(C(=O)O)C(CCOCC(=O)OCC)(C)C